BrC=1C(=C(OCCCCN(C(OC(C)(C)C)=O)C)C=C(C1)C(N)=O)[N+](=O)[O-] tert-butyl (4-(3-bromo-5-carbamoyl-2-nitrophenoxy)butyl)(methyl)carbamate